FC1=C(C#N)C=C(C=C1)CN1CC2(CCC1)CCN(CC2)S(=O)(=O)C=2C=NC(=CC2)N2C(OCC2)=O 2-Fluoro-5-((9-((6-(2-oxooxazolidin-3-yl)pyridin-3-yl)sulfonyl)-2,9-diazaspiro[5.5]undecan-2-yl)methyl)benzonitrile